3-(3,5-Dichlorophenyl)-4-fluoro-5-phenyl-1H-pyrrole-2-carboxylic acid ClC=1C=C(C=C(C1)Cl)C1=C(NC(=C1F)C1=CC=CC=C1)C(=O)O